ClC=1C=C(C=CC1)C(CO)(C)NC1=NC2=C(N1)C=CC=C2CNC(N(C)OC)=O (-)-3-((2-((2-(3-chlorophenyl)-1-hydroxyprop-2-yl)amino)-1H-benzo[d]imidazol-4-yl)methyl)-1-methoxy-1-methylurea